hydroxymethyl-glycine sodium salt [Na+].OCNCC(=O)[O-]